BrC1=CC=2C(C3=CC(=CC=C3C2C=C1)CC)(CCCCCCCC)CCCCCCCC 2-bromo-7-ethyl-9,9-di(n-octyl)fluorene